BrC=1C=C2C=CC(=NC2=CC1)Cl 6-bromo-2-chloroquinoline